ethyl {(3R)-1-[4-cyano-4-(3-fluorophenyl)cyclohexyl]pyrrolidin-3-yl}carbamate C(#N)C1(CCC(CC1)N1C[C@@H](CC1)NC(OCC)=O)C1=CC(=CC=C1)F